CC=1C(C2=CC=CC(=C2C(C1)=O)CCCC)=O 2-methyl-5-butyl-1,4-naphthoquinone